6-((4-fluorobenzyl)oxy)-1-methylindole-2,3-dione FC1=CC=C(COC2=CC=C3C(C(N(C3=C2)C)=O)=O)C=C1